COC1=CC=C(C=N1)OC1CCN(CC1)C1=C(C=C2C(=N1)CN(C2)C(=O)C2CN(C2)C)C (2-(4-((6-methoxypyridin-3-yl)oxy)piperidin-1-yl)-3-methyl-5,7-dihydro-6H-pyrrolo[3,4-b]pyridin-6-yl)(1-methylazetidin-3-yl)methanone